N=C(C1=CSC(=C1)CNC(=O)[C@H]1N([C@H]2C[C@]2(C1)C)C(CNC(CCCOC1=CC=C(C=C1)S(F)(F)(F)(F)F)=O)=O)NC(OCC1=CC=CC=C1)=O benzyl (imino(5-(((1S,3S,5S)-5-methyl-2-((4-(4-(pentafluoro-λ6-sulfanyl)phenoxy)-butanoyl)glycyl)-2-azabicyclo[3.1.0]hexane-3-carboxamido)methyl)thiophen-3-yl) methyl)carbamate